biphenyl-4,4'-diyl bis-(4-aminobenzoate) NC1=CC=C(C(=O)OC2=CC=C(C=C2)C2=CC=C(C=C2)OC(C2=CC=C(C=C2)N)=O)C=C1